5-(4-((tert-butyldimethylsilyl)oxy)-1-methyl-1H-pyrazol-5-yl)pyrazolo[1,5-a]pyridin-2-amine [Si](C)(C)(C(C)(C)C)OC=1C=NN(C1C1=CC=2N(C=C1)N=C(C2)N)C